C1(=CC=CC=C1)C1=NC(=NC(=N1)C1=CC=CC=C1)C=1C(=C(C(=C(C1C1=CC(=NC(=C1)C1=CC=CC=C1)C1=CC=CC=C1)N1C2=C(C=3C=CC=CC13)C=NC=C2)N2C1=C(C=3C=CC=CC23)C=NC=C1)N1C2=C(C=3C=CC=CC13)C=NC=C2)N2C1=C(C=3C=CC=CC23)C=NC=C1 5,5',5'',5'''-(5-(4,6-diphenyl-1,3,5-triazin-2-yl)-6-(2,6-diphenylpyridin-4-yl)benzene-1,2,3,4-tetrayl)tetrakis(5H-pyrido[4,3-b]indole)